2-{1-[(4-Carbamoylphenyl)methyl]-5-oxopyrrolidin-2-yl}-2-oxoacetic Acid C(N)(=O)C1=CC=C(C=C1)CN1C(CCC1=O)C(C(=O)O)=O